2-[5-(1-propyl-1H-pyrrol-2-yl)-furan-2-ylmethylene]-malononitrile C(CC)N1C(=CC=C1)C1=CC=C(O1)C=C(C#N)C#N